3-[6-[3-fluoro-3-(piperazin-1-ylmethyl)azetidin-1-yl]pyrimidin-4-yl]-5-(1-methylcyclopropoxy)-2H-indazole FC1(CN(C1)C1=CC(=NC=N1)C=1NN=C2C=CC(=CC12)OC1(CC1)C)CN1CCNCC1